6,8-dibromo-7-[(2-chloro-5-fluorophenyl)carbonyl]-4-(2,2-difluoroethyl)-1,2,3,4-tetrahydroquinoxalin-2-one BrC=1C=C2N(CC(NC2=C(C1C(=O)C1=C(C=CC(=C1)F)Cl)Br)=O)CC(F)F